N-(6-amino-5-ethylpyridin-3-yl)-2-(4,4-difluoro-2-(1H-indazol-5-yl)-5-methylpiperidin-1-yl)-2-oxoacetamide NC1=C(C=C(C=N1)NC(C(=O)N1C(CC(C(C1)C)(F)F)C=1C=C2C=NNC2=CC1)=O)CC